N-[5-(2,2-difluoroethoxy)-4,6-dimethoxy-pyrimidin-2-yl]-7-pyridazin-3-yl-1H-indole-3-sulfonamide FC(COC=1C(=NC(=NC1OC)NS(=O)(=O)C1=CNC2=C(C=CC=C12)C=1N=NC=CC1)OC)F